CO[Si](CCCN(CCCCN(CCC[Si](OC)(OC)OC)CCC[Si](OC)(OC)OC)CCC[Si](OC)(OC)OC)(OC)OC N,N,N',N'-tetra(3-trimethoxysilylpropyl)-1,4-butanediamine